FC(OC1=CC=C(C=2C=CC=NC12)B(O)O)(F)F 8-TRIFLUOROMETHOXYQUINOLINE-5-BORONIC ACID